7-bromo-3,4-dihydroquinazolin-2(1H)-one BrC1=CC=C2CNC(NC2=C1)=O